alpha-D-mannopyranosyl-(1→4) 2-amino-2-deoxy-alpha-D-glucopyranoside N[C@H]1[C@@H](O[C@@H]2[C@@H](O)[C@@H](O)[C@H](O)[C@H](O2)CO)O[C@@H]([C@H]([C@@H]1O)O)CO